Allyl 2-azido-3-O-benzyl-6-O-tert-butyldiphenylsilyl-2-deoxy-4-O-(2-naphthylmethyl)-α-L-altropyranoside N(=[N+]=[N-])[C@H]1[C@H](OCC=C)O[C@H]([C@@H]([C@@H]1OCC1=CC=CC=C1)OCC1=CC2=CC=CC=C2C=C1)CO[Si](C1=CC=CC=C1)(C1=CC=CC=C1)C(C)(C)C